[Si](C1=CC=CC=C1)(C1=CC=CC=C1)(C(C)(C)C)OC1CN(CCC1C1=CN=C2C(=N1)N=C(C=C2)C2=C(C=C(C=C2C)C)O)C(C)=O 1-[3-[tert-butyl(diphenyl)silyl]oxy-4-[6-(2-hydroxy-4,6-dimethyl-phenyl)pyrido[2,3-b]pyrazin-3-yl]-1-piperidyl]ethanone